C(C)(C)(C)OC(=O)N1CCC(CC1)C#CC1=C(C(=CC=C1)Br)C 4-((3-bromo-2-methylphenyl)ethynyl)piperidine-1-carboxylic acid tert-butyl ester